(glycidoxy)propyldiethoxysilane C(C1CO1)OCCC[SiH](OCC)OCC